[Na+].[Na+].ClC1=CC2=C(SC(=C2C)S(=O)(=O)NC2=C(C=C(C=C2)C=2OC=C(N2)C(=O)[O-])S(=O)(=O)C)C=C1.ClC1=CC2=C(SC(=C2C)S(=O)(=O)NC2=C(C=C(C=C2)C=2OC=C(N2)C(=O)[O-])S(=O)(=O)C)C=C1 2-[4-(5-chloro-3-methylbenzo[b]thiophene-2-sulfonylamino)-3-methylsulfonylphenyl]oxazole-4-carboxylic acid disodium salt